N[C@@H](CC1=C(C=CC(=N1)C#N)F)C1=NC=CC=C1N1N=CC2=CC(=CC=C12)F (S)-6-{2-Amino-2-[3-(5-fluoro-1H-indazol-1-yl)pyridine-2-yl]ethyl}-5-fluoropyridine-2-carbonitrile